(5-(6-((2R,6R)-2-(hydroxymethyl)-6-methylmorpholino)-1H-benzo[d]imidazol-2-yl)-1H-pyrrol-3-yl)(2-(trifluoromethyl)phenyl)methanone OC[C@@H]1O[C@@H](CN(C1)C=1C=CC2=C(NC(=N2)C2=CC(=CN2)C(=O)C2=C(C=CC=C2)C(F)(F)F)C1)C